CC1=CC=2N(C=C1C1CN(CC1)C(=O)OC(C)(C)C)N=CN2 tert-Butyl 3-(7-methyl-[1,2,4]triazolo[1,5-a]pyridin-6-yl)pyrrolidine-1-carboxylate